(fluoro(2-(((3S,6S,9aS)-3-(((1R,3R)-3-hydroxycyclopentyl)carbamoyl)-5-oxooctahydro-1H-pyrrolo[1,2-a]azepin-6-yl)carbamoyl)benzo[b]thiophen-5-yl)methyl)phosphonic acid FC(C1=CC2=C(SC(=C2)C(N[C@H]2CCC[C@@H]3N(C2=O)[C@@H](CC3)C(N[C@H]3C[C@@H](CC3)O)=O)=O)C=C1)P(O)(O)=O